C1(=CC=CC=C1)C1=C(O[Al](C)C)C(=CC=C1)C1=CC=CC=C1 (2,6-diphenyl)phenoxydimethyl-aluminum